NC=1C(=NC2=C(C(=NC=C2C1)Cl)F)SC 3-amino-7-chloro-8-fluoro-2-(methylthio)-1,6-naphthyridin